ClC1=C(C(=CC(=C1)I)OC)Cl 1,2-dichloro-5-iodo-3-methoxybenzene